2-({2-[(4-{4-chloro-13-cyano-8-ethyl-9-oxo-6,8,10-triazatricyclo[9.4.0.02,7]pentadeca-1(11),2(7),3,5,12,14-hexaen-10-yl}-3,5-difluorophenyl)amino] ethyl} amino)ethyl carbamate C(N)(OCCNCCNC1=CC(=C(C(=C1)F)N1C(N(C=2N=CC(=CC2C=2C=CC(=CC12)C#N)Cl)CC)=O)F)=O